NC(C(=O)N(CC)CC)C=1C=NC(=CC1)C1=C(C=C(C=C1)C#N)OC=1N(N=C(C1)C1CC1)C 2-amino-2-[6-[4-cyano-2-(5-cyclopropyl-2-methylpyrazol-3-yl)oxyphenyl]pyridin-3-yl]-N,N-diethylacetamide